2,4-dichloro-thieno[2,3-d]pyrimidine ClC=1N=C(C2=C(N1)SC=C2)Cl